7-cyclobutoxy-2-(1-methyl-2-oxabicyclo[2.1.1]hexan-4-yl)-N-(1-((1S,2R)-2-methylcyclopropyl)-2-oxo-1,2-dihydropyridin-3-yl)imidazo[1,2-a]pyridine-6-carboxamide trifluoroacetate FC(C(=O)O)(F)F.C1(CCC1)OC1=CC=2N(C=C1C(=O)NC=1C(N(C=CC1)[C@@H]1[C@@H](C1)C)=O)C=C(N2)C21COC(C2)(C1)C